1-(Benzenesulfonyl)-4-chloro-5-methyl-pyrrolo[2,3-b]pyridine C1(=CC=CC=C1)S(=O)(=O)N1C=CC=2C1=NC=C(C2Cl)C